((2S,4R)-1-benzyl-4-methylpyrrolidin-2-yl)methanol C(C1=CC=CC=C1)N1[C@@H](C[C@H](C1)C)CO